COC1=CC=C(C(=O)NC2=CC=C(C=C2)N2C3CN(CC2CC3)C=3C=NC2=CC=CC=C2C3)C=C1 4-methoxy-N-(4-(3-(quinolin-3-yl)-3,8-diazabicyclo[3.2.1]octan-8-yl)phenyl)benzamide